C(C)(C)(C)OC(=O)N[C@]1([C@@H](C1)C=C)C(=O)OC (1R,2S)-methyl 1-(tert-butoxycarbonylamino)-2-vinyl-cyclopropanecarboxylate